BrC1=CC=C(C=2COC(OCC21)C=2N=C(SC2)C2CCN(CC2)C(CN2N=C(C=C2C(F)(F)F)C(F)(F)F)=O)OS(=O)(=O)C 4-[4-(6-bromo-9-methylsulfonyloxy-1,5-dihydro-3H-2,4-benzodioxepin-3-yl)-2-thiazolyl]-1-[2-[3,5-bis(trifluoromethyl)-1H-pyrazol-1-yl]acetyl]piperidine